(6S)-5-[3'-Fluoro-2-(trifluoromethyl)[1,1'-biphenyl]-4-yl]-6-methyl-3,6-dihydro-2H-1,3,4-oxadiazin-2-on FC=1C=C(C=CC1)C1=C(C=C(C=C1)C1=NNC(O[C@H]1C)=O)C(F)(F)F